ethyl 2-(4-(tert-butoxycarbonyl)piperazin-1-yl)benzo[d]thiazole-6-carboxylate C(C)(C)(C)OC(=O)N1CCN(CC1)C=1SC2=C(N1)C=CC(=C2)C(=O)OCC